CC=1C=CC=C2N(CCN(C12)C(=O)OC(C)(C)C)C1=CC2=C(N=C(N=C2)SC)N(C1=O)C tert-butyl 8-methyl-4-(8-methyl-2-methylsulfanyl-7-oxo-pyrido[2,3-d]pyrimidin-6-yl)-2,3-dihydroquinoxaline-1-carboxylate